(2S,6S)-6-((tert-butoxycarbonyl)amino)-2-methyl-3-methyleneazepane-1-carboxylic acid benzyl ester C(C1=CC=CC=C1)OC(=O)N1[C@H](C(CC[C@@H](C1)NC(=O)OC(C)(C)C)=C)C